CC=1NC(C2=C(N1)C=CN=C2)=O 2-methylpyrido[4,3-d]pyrimidin-4(3H)-one